N-((5-(2-((6-methoxy-2-methylquinazolin-4-yl)thio)acetyl)thiophen-2-yl)methyl)-3-(pyrrolidin-1-yl)propanamide COC=1C=C2C(=NC(=NC2=CC1)C)SCC(=O)C1=CC=C(S1)CNC(CCN1CCCC1)=O